N-(6-((5-bromo-2-((4-(4-(4-cyclopropylpiperazin-1-yl)piperidin-1-yl)-2-methoxy-5-methylphenyl)amino)pyrimidin-4-yl)amino)-2,3-dihydrobenzofuran-5-yl)methanesulfonamide BrC=1C(=NC(=NC1)NC1=C(C=C(C(=C1)C)N1CCC(CC1)N1CCN(CC1)C1CC1)OC)NC1=CC2=C(CCO2)C=C1NS(=O)(=O)C